1-(Tert-butyl) 2-methyl (2S)-5-methoxypyrrolidine-1,2-dicarboxylate COC1CC[C@H](N1C(=O)OC(C)(C)C)C(=O)OC